1-(2-chloro-5-fluoropyridin-3-yl)ethanol ClC1=NC=C(C=C1C(C)O)F